2,3-dimethyl-2-hexanol CC(C)(C(CCC)C)O